C(C)OC1=CC=C(C=O)C=C1 4-(1-ethoxy)-benzaldehyde